C(CC)C(CCCOCCCC(CCC)(C1CCCCC1)C1=C(C(=CC=C1)F)F)(C1=C(C(=CC=C1)F)F)C1CCCCC1 propylcyclohexyl-2,3-difluorophenylbutyl ether